chloro-tritylchloride ClC1=C(C(C2=CC=CC=C2)(C2=CC=CC=C2)Cl)C=CC=C1